4'-[(1,3,5-triazine-2,4,6-triyl) tris(imino)] tribenzoate C(C1=CC=CC=C1)(=O)ONC1=NC(=NC(=N1)NOC(C1=CC=CC=C1)=O)NOC(C1=CC=CC=C1)=O